Cl.Cl.N1(CCCCC1)C[C@H]1NCC2=CC=CC=C2C1 (3S)-3-(piperidin-1-ylmethyl)-1,2,3,4-tetrahydroisoquinoline dihydrochloride